N1,N9-bis(2-aminoethyl)-2,8-dibromononandiamide NCCNC(C(CCCCCC(C(=O)NCCN)Br)Br)=O